Cl.COC(C([C@H](C[C@H]1C(NCC1)=O)N)O)=O (3S)-3-amino-2-hydroxy-4-[(3S)-2-oxopyrrolidin-3-yl]butanoic acid methyl ester hydrochloride